2-(3,3-difluoro-2,3-dihydro-1H-inden-5-yl)ethane-1-ol FC1(CCC2=CC=C(C=C12)CCO)F